Cl.N[C@@H]1[C@@H](OCC12CCN(CC2)C=2C(=NC(=C(N2)C)SC2=C(C=1N(C=C2)C=C(N1)C=1OC=CC1)Cl)CO)C (3-((3S,4S)-4-amino-3-methyl-2-oxa-8-azaspiro[4.5]decan-8-yl)-6-((8-chloro-2-(furan-2-yl)imidazo[1,2-a]pyridin-7-yl)thio)-5-methylpyrazin-2-yl)methanol hydrochloride